C(C)C1=CC=C(CNC2CC2)C=C1 N-(4-ethylbenzyl)cyclopropylamine